4-[[2-(5-chloro-2-methoxy-phenyl)acetyl]amino]-N-(1-methyl-1-phenyl-ethyl)pyridine-2-carboxamide ClC=1C=CC(=C(C1)CC(=O)NC1=CC(=NC=C1)C(=O)NC(C)(C1=CC=CC=C1)C)OC